6-Bromo-8-chloro-4-hydroxycinnoline-3-carboxylic acid BrC=1C=C2C(=C(N=NC2=C(C1)Cl)C(=O)O)O